(R)-2-hydroxy-N-(4-nitrophenylethyl)-2-phenylacetamide O[C@@H](C(=O)NCCC1=CC=C(C=C1)[N+](=O)[O-])C1=CC=CC=C1